C(C)N(C(C1=C(C=CC(=C1)F)C=1C=2N(C=C(C1)C1CN(CC1)CC1CCC(CC1)NS(=O)(=O)CC)C(=NC2)C)=O)C(C)C N-ethyl-5-fluoro-2-[3-methyl-6-(1-{[(1r,4r)-4-ethanesulfonamidocyclohexyl]methyl}pyrrolidin-3-yl)imidazo[1,5-a]pyridin-8-yl]-N-(isopropyl)benzamide